1-(3-(5-amino-3-(2-chloro-4-((4-(trifluoromethyl)pyridin-2-yl)oxy)phenyl)imidazo[1,5-c]pyrimidin-1-yl)pyrrolidin-1-yl)but-2-yn-1-one NC1=NC=CC=2N1C(=NC2C2CN(CC2)C(C#CC)=O)C2=C(C=C(C=C2)OC2=NC=CC(=C2)C(F)(F)F)Cl